mono-hexyl terephthalate C(C1=CC=C(C(=O)[O-])C=C1)(=O)OCCCCCC